ClC=1C=C(C=C2C(=C(C=NC12)C#N)NC1=CC(=C(C=C1)F)Cl)N[C@H](C=1N=NN(C1)C(C)C)C=1C(=NC(=CC1)Cl)Cl (S)-8-chloro-4-((3-chloro-4-fluorophenyl)amino)-6-(((2,6-dichloropyridin-3-yl)(1-isopropyl-1H-1,2,3-triazol-4-yl)methyl)amino)quinoline-3-carbonitrile